4-oxobutyl 4-methylnonanoate CC(CCC(=O)OCCCC=O)CCCCC